C1(=CC=CC=C1)CCC(CCC1=CC=CC=C1)C1=CC=CC=C1 1,3,5-triphenylpentane